COC1=C(C=CC(=C1)CC=C)O p-eugenol